FC1=C(C=C(CC=2C=NC=NC2)C=C1)C 5-(4-fluoro-3-methylbenzyl)pyrimidin